C(CCCCC)O[NH-] hexyloxyamide